(2S)-1-(7,7-difluoro-2-((S)-2-methylazetidin-1-yl)-6,7-dihydro-5H-cyclopenta[D]pyrimidin-4-yl)-2-methylazetidin-3-ol FC1(CCC2=C1N=C(N=C2N2[C@H](C(C2)O)C)N2[C@H](CC2)C)F